BrC1=CC=C(C(=N1)NC(=O)[C@H]1N(C[C@@H](C1)C)C(=O)OC(C)(C)C)C tert-Butyl (2S,4R)-2-((6-bromo-3-methylpyridin-2-yl)carbamoyl)-4-methylpyrrolidine-1-carboxylate